(E)-methyl 3-amino-4-((4-((2-amino-4-carbamoyl-6-((4-(4-isobutyrylpiperazin-1-yl) but-2-yn-1-yl) oxy) phenyl) amino) but-2-en-1-yl) amino)-5-methoxybenzoate NC=1C=C(C(=O)OC)C=C(C1NC\C=C\CNC1=C(C=C(C=C1OCC#CCN1CCN(CC1)C(C(C)C)=O)C(N)=O)N)OC